2-acetoxyacetic acid ethyl ester C(C)OC(COC(C)=O)=O